OC[C@@H](CC1=CC=CC=C1)NC(CCC1=NC=2C(=NC=CC2)N1CC1=CC=C(C=C1)OC(F)(F)F)=O N-((R)-1-Hydroxymethyl-2-phenyl-ethyl)-3-[3-(4-trifluoromethoxy-benzyl)-3H-imidazo[4,5-b]pyridin-2-yl]-propionamide